decen-2-one CC(C=CCCCCCC)=O